1-methyl-4-[4-(3-{[1-methyl-4-(1-methylimidazole-2-amido)pyrrol-2-yl]formamido}propanamido)-1-(2,2,2-trifluoroethyl)imidazole-2-amido]pyrrole-2-carboxylic acid CN1C(=CC(=C1)NC(=O)C=1N(C=C(N1)NC(CCNC(=O)C=1N(C=C(C1)NC(=O)C=1N(C=CN1)C)C)=O)CC(F)(F)F)C(=O)O